(2E)-1-[2-(5-chloro-2-fluorophenyl)-3-(pyridin-4-yl)-6,7-dihydropyrazolo[1,5-a]pyrazin-5(4H)-yl]-4-(dimethylamino)but-2-en-1-one ClC=1C=CC(=C(C1)C1=NN2C(CN(CC2)C(\C=C\CN(C)C)=O)=C1C1=CC=NC=C1)F